1-(6-methoxy-naphthalen-2-yl)ethanamine COC=1C=C2C=CC(=CC2=CC1)C(C)N